BrC1=CC2=C(NC(NS2(=O)=O)=O)C=C1 7-bromo-2H-benzo[e][1,2,4]thiadiazine-3(4H)-one 1,1-dioxide